ClC=1C(=C(C=CC1)C1=C(C=2N=C(N=C(C2C=N1)N1CC2CCC(C1)N2C(=O)[O-])OCC21CCCN1CCC2)F)OC 3-(7-(3-chloro-2-methoxyphenyl)-8-fluoro-2-((hexahydro-1H-pyrrolizin-7a-yl)methoxy)pyrido[4,3-d]pyrimidin-4-yl)-3,8-diazabicyclo[3.2.1]octane-8-carboxylate